di(2-methylpropyl) azelate C(CCCCCCCC(=O)OCC(C)C)(=O)OCC(C)C